O.O.S(=O)(=O)([O-])[O-].[Ca+2] Calcium sulfate dihydrate